[Si](C)(C)(C(C)(C)C)OC[C@H]1N(CC2(CC2)C1)C(=O)C1=C(C=C(C(=C1)OC1CC1)O[Si](C(C)C)(C(C)C)C(C)C)[N+](=O)[O-] (S)-(6-(((tert-butyldimethylsilyl)oxy)methyl)-5-azaspiro[2.4]hept-5-yl)(5-cyclopropyloxy-2-nitro-4-((triisopropylsilyl)oxy)phenyl)methanone